N[C@@]1([C@@H]2[C@H]([C@@H]2[C@H](C1)NC(C1=CC(=CC=C1)OC)=O)C(=O)O)C(=O)O (1S,2S,4S,5R,6S)-2-amino-4-[(3-methoxybenzoyl)amino]bicyclo[3.1.0]hexane-2,6-dicarboxylic acid